4-(5-(4-chlorophenyl)-3-(trifluoromethyl)-1H-pyrazol-1-yl)benzenesulfonamide ClC1=CC=C(C=C1)C1=CC(=NN1C1=CC=C(C=C1)S(=O)(=O)N)C(F)(F)F